ClC1=C(CN2N=C(N=C2)C(=O)N[C@@H]2C=3N(C4=C(OC2)C=CC=C4)C=CC3)C(=CC=C1)Cl |r| (±)-1-(2,6-Dichlorobenzyl)-N-(6,7-dihydrobenzo[b]pyrrolo[1,2-d][1,4]oxazepin-7-yl)-1H-1,2,4-triazole-3-carboxamide